CN(C/C=C/C(=O)N(C)CC(=O)NCCC=1C=C(C=C(C1)F)NC=1C(=NC(=C(N1)C)C)C(=O)N)C (E)-3-((3-(2-(2-(4-(dimethylamino)-N-methylbut-2-enamido)acetamido)ethyl)-5-fluorophenyl)amino)-5,6-dimethylpyrazine-2-carboxamide